3-amino-N-(5-(3-isopropyl-3H-pyrazol-4-yl)pyridin-3-yl)-1H-indazole-1-carboxamide NC1=NN(C2=CC=CC=C12)C(=O)NC=1C=NC=C(C1)C=1C(N=NC1)C(C)C